CCCCOC=O n-Butyl methanoate